O=C1NC2=CC=NC=C2C=C1 oxo-1H-1,6-naphthyridin